[I-].C(C(C)C)[Si](C[Si](OC)(OC)OC)(OC)OC isobutyl-1,1,3,3,3-penta-methoxy-1,3-disilapropane Iodide